N[C@H](C(=O)O)CN1CC2=CC=CC=C2CC1 (S)-2-amino-3-(3,4-dihydroisoquinolin-2(1H)-yl)propanoic acid